Butyl Diphenylphosphinite C1(=CC=CC=C1)P(OCCCC)C1=CC=CC=C1